O(S(=O)(=O)C(F)(F)F)CC(CO[Si](C1=CC=CC=C1)(C1=CC=CC=C1)C(C)(C)C)(C)F 3-((tert-butyldiphenylsilyl) oxy)-2-fluoro-2-methylpropyl triflate